CN1N=C(C(=C1)C1=NC=CC(=N1)NC=1N=CC2=C(C=CC(=C2C1)C(C)C)N1[C@@H]([C@H](C1)N(S(=O)(=O)C)C)C)C N-((2R,3S)-1-(3-((2-(1,3-dimethyl-1H-pyrazol-4-yl)pyrimidin-4-yl)amino)-5-isopropylisoquinolin-8-yl)-2-methylazetidin-3-yl)-N-methyl-methanesulfonamide